3-ethyl-2,6-dimethyl-pyrazine C(C)C=1C(=NC(=CN1)C)C